COC1=CC=2NC3=CC(=CC=C3C2C=C1)OC 2,7-dimethoxycarbazole